N1(N=CC=C1)CCC=1N(C=2C(=C3CC[C@@H](N(C3=CC2)C(=O)OC)C)N1)CC(=O)N(C)CC(=O)N(C)C methyl (S)-2-(2-(1H-pyrazol-1-yl)ethyl)-3-(2-((2-(dimethylamino)-2-oxoethyl)(methyl)amino)-2-oxoethyl)-7-methyl-3,7,8,9-tetrahydro-6H-imidazo[4,5-f]quinoline-6-carboxylate